[Br].CCCCC pentane bromine salt